5-bromo-7-isopropylindoline-2,3-dione BrC=1C=C2C(C(NC2=C(C1)C(C)C)=O)=O